4-(1-benzyl-1H-pyrrolo[2,3-b]pyridin-4-yl)-7-((5-(4-methylpiperazin-1-yl)pyridin-2-yl)amino)isoindolin-1-one C(C1=CC=CC=C1)N1C=CC=2C1=NC=CC2C2=C1CNC(C1=C(C=C2)NC2=NC=C(C=C2)N2CCN(CC2)C)=O